3-{2-methanesulfinylimidazo[4,3-f][1,2,4]triazin-7-yl}-2-methylbutan-2-yl acetate C(C)(=O)OC(C)(C(C)C1=NC=C2C=NC(=NN21)S(=O)C)C